N-[(2E)-3-[(4-cyclopropoxyphenyl)(imino)oxo-λ6-sulfanyl]prop-2-en-1-yl]-2-oxo-1,2,5,6,7,8-hexahydroquinoline-3-carboxamide C1(CC1)OC1=CC=C(C=C1)S(/C=C/CNC(=O)C=1C(NC=2CCCCC2C1)=O)(=O)=N